1-((R or S)-1-(5-amino-6-((1R,5S)-2-oxo-3-azabicyclo[3.1.0]hexan-3-yl)pyridin-3-yl)ethyl)-N-((cis)-3-(5-chloro-2-cyanophenyl)cyclobutyl)-1H-1,2,3-triazole-4-carboxamide NC=1C=C(C=NC1N1C([C@@H]2C[C@@H]2C1)=O)[C@@H](C)N1N=NC(=C1)C(=O)N[C@@H]1C[C@@H](C1)C1=C(C=CC(=C1)Cl)C#N |o1:14|